C(CC)N(NC(C1=CC=C(C=C1)NC(CCCCCCNC(C=CC=1C=NC=CC1)=O)=O)=O)C(C)(C)C propyl-2-(4-(7-(3-(pyridin-3-yl)acrylamido)heptanamido)benzoyl)tert-butylhydrazine